N1=C2C(=CC=C1)[C@H](CC2)NC(=O)C2=CC=C(S2)C2=C(C(=NC(=C2C(=O)N)CC(C)C)CCC2=CC=C(C=C2)F)C=2OC(=NN2)C (S)-4-(5-((6,7-dihydro-5H-cyclopenta[b]pyridin-5-yl)carbamoyl)thiophen-2-yl)-6-(4-fluorophenethyl)-2-isobutyl-5-(5-methyl-1,3,4-oxadiazol-2-yl)nicotinamide